Br[O-].C(CCCCCCCCCCC)[N+](C)(C)C dodecyltrimethylammonium hypobromite